(8E)-8-[hydroxy-[(5-methyl-1,3-thiazol-2-yl)amino]methylidene]-9-methyl-10,10-dioxo-10λ6-thia-9-azabicyclo[4.4.0]deca-1,3,5-trien-7-one O\C(=C\1/C(C2=CC=CC=C2S(N1C)(=O)=O)=O)\NC=1SC(=CN1)C